C1(=CC=CC=C1)C=1C=CC=CC1C1=CC=CC=C1 3,4-diphenylbenzene